2,2',6,6'-tetrakis(3,5-di-tert-butylphenyl)-N,N,N',N'-tetrakis(3,5-di-tert-butylphenyl)-9,9'-bianthracene-10,10'-diamine C(C)(C)(C)C=1C=C(C=C(C1)C(C)(C)C)C1=CC2=C(C3=CC=C(C=C3C(=C2C=C1)N(C1=CC(=CC(=C1)C(C)(C)C)C(C)(C)C)C1=CC(=CC(=C1)C(C)(C)C)C(C)(C)C)C1=CC(=CC(=C1)C(C)(C)C)C(C)(C)C)C=1C2=CC=C(C=C2C(=C2C=CC(=CC12)C1=CC(=CC(=C1)C(C)(C)C)C(C)(C)C)N(C1=CC(=CC(=C1)C(C)(C)C)C(C)(C)C)C1=CC(=CC(=C1)C(C)(C)C)C(C)(C)C)C1=CC(=CC(=C1)C(C)(C)C)C(C)(C)C